3,3-diphenyl-6,7-dimethoxy-13-methyl-13-hydroxyethoxy-ethoxyethoxy-3h,13h-indeno[2',3':3,4]naphtho[1,2-b]pyran C1(=CC=CC=C1)C1(C=C(C2=C(O1)C=1C=C(C(=CC1C1=C2C(C2=CC=CC=C21)(OCCO)C)OC)OC)OCCOCC)C2=CC=CC=C2